1-(8Z,11Z,14Z-eicosatrienoyl)-2-(13Z,16Z-docosadienoyl)-glycero-3-phosphoserine CCCCC/C=C\C/C=C\CCCCCCCCCCCC(=O)O[C@H](COC(=O)CCCCCC/C=C\C/C=C\C/C=C\CCCCC)COP(=O)(O)OC[C@@H](C(=O)O)N